FC=1C=C(C=C(C1C=1N(C=C(N1)C(F)(F)F)C(C)C)OC)CNC(OC(C)(C)C)=O Tert-Butyl N-({3-Fluoro-4-[1-Isopropyl-4-(Trifluoromethyl)Imidazol-2-Yl]-5-Methoxyphenyl}Methyl)Carbamate